manganese cobalt copper silicate [Si]([O-])([O-])([O-])[O-].[Cu+2].[Co+2].[Mn+2]